4-sec-butyl-2,6-di-tertbutylphenol C(C)(CC)C1=CC(=C(C(=C1)C(C)(C)C)O)C(C)(C)C